CC1=NNC(=C1C=1C=NN(C1)C1CN(C1)C(=O)[O-])C 3-(3',5'-dimethyl-1H,1'H-[4,4'-bipyrazol]-1-yl)azetidine-1-carboxylate